1-[2-(trifluoromethyl)-1-(2-trimethylsilylethoxymethyl)imidazol-4-yl]Ethanone FC(C=1N(C=C(N1)C(C)=O)COCC[Si](C)(C)C)(F)F